2-(6-azaspiro[2.5]octan-6-yl)-4-(S-cyclopropylsulfonimidoyl)-N-(2-(4,4-difluoro-1-piperidinyl)-6-methyl-4-pyrimidinyl)benzamide hydrochloride Cl.C1CC12CCN(CC2)C2=C(C(=O)NC1=NC(=NC(=C1)C)N1CCC(CC1)(F)F)C=CC(=C2)S(=O)(=N)C2CC2